5-(3-pyridinecarbonyl)-3-(1,4,5,6,7,8,9-heptahydroquinolizin-2-yl)pyrrolo[3,2-b]pyridine N1=CC(=CC=C1)C(=O)C1=CC=C2C(=N1)C(=CN2)C=2CC1CCCCN1CC2